(R)-4-(4-(1H-imidazol-4-yl)piperidin-1-yl)-N1-(3-amino-2-hydroxypropyl)-3-(1H-tetrazol-5-yl)benzene-1,2-disulfonamide N1C=NC(=C1)C1CCN(CC1)C=1C(=C(C(=CC1)S(=O)(=O)NC[C@@H](CN)O)S(=O)(=O)N)C1=NN=NN1